COC1=CC=CC=2N1C(=NC2C2=CC(=CC=C2)OC)C2CN(CCC2)C(CC2=C(C=CC=C2)OC)=O 1-(3-(5-methoxy-1-(3-methoxyphenyl)imidazo[1,5-a]pyridin-3-yl)piperidin-1-yl)-2-(2-methoxyphenyl)ethan-1-one